CN(C(OC(C)(C1=CC=C(C=C1)C1=CC=CC=C1)C)=O)C1CCNCC1 [1-methyl-1-(4-phenyl phenyl)ethyl] N-methyl-N-(4-piperidyl)carbamate